C(C)OC(=O)C1CC=2C(=CN=C(C2)OC)N1C(C)=O Ethyl-1-acetyl-5-methoxy-2,3-dihydro-1H-pyrrolo[2,3-c]-pyridine-2-carboxylate